4-(1,4-Diazepan-1-ylmethyl)-1-[4-(3-fluorophenoxy)-6-(trifluoromethyl)pyrimidin-2-yl]piperidin-4-ol hydrochloride Cl.N1(CCNCCC1)CC1(CCN(CC1)C1=NC(=CC(=N1)OC1=CC(=CC=C1)F)C(F)(F)F)O